FC(C1=C(C=CC(=N1)C#N)N1C=NC(=C1)C1=NC(=NC=C1C(F)(F)F)NC1CCN(CC1)S(=O)(=O)C)F 6-(Difluoromethyl)-5-(4-(2-((1-(methylsulfonyl)piperidin-4-yl)amino)-5-(trifluoromethyl)pyrimidin-4-yl)-1H-imidazol-1-yl)picolinonitrile